ClC(Cl)Cl Trichloro-methan